S(=O)(=O)([O-])C1=CC=C(C)C=C1.[NH4+].N[C@@H](CC(C)C)C(=O)OCCCCCCCCCCCC dodecyl L-leucinate ammonium tosylate salt